COC(=O)C1=C(C=NC=C1)NC[C@@H]1CCOC2=C1C=CC(=C2)N(C)C2=NC=C(C=C2)C2CC2 3-({[(4R)-7-[(5-Cyclopropylpyridin-2-yl)(methyl)amino]-3,4-dihydro-2H-1-benzopyran-4-yl]methyl}amino)pyridine-4-carboxylic acid methyl ester